2-amino-5-chloroterephthalic acid NC1=C(C(=O)O)C=C(C(=C1)C(=O)O)Cl